N[C@@H]([C@H](CNC1=CC(=C(C=C1)S(=O)(=O)NC1=NC=NS1)F)CC1=C(C=CC=C1)CN)C 4-({(2S,3R)-3-amino-2-[2-(aminomethyl)benzyl]butyl}amino)-2-fluoro-N-(1,2,4-thiadiazol-5-yl)benzenesulfonamide